5-chloro-1-methyl-1H-pyrazole-4-carbonyl chloride ClC1=C(C=NN1C)C(=O)Cl